NC1=CC=C(C=C1)C=1C(=C(NC1CC)C(=O)N)C1C(C(=C(C=C1)C1=NC=CC(=N1)C)F)=O 4-(4-aminophenyl)-5-ethyl-3-(3-fluoro-4-(4-methylpyrimidin-2-yl)oxo-phenyl)-1H-pyrrole-2-carboxamide